n-methyl-6-(1-methyl-5-((4-phenylbut-2-yl)carbamoyl)-1H-pyrazol-3-yl)-1H-indazole-3-carboxamide CNC(=O)C1=NNC2=CC(=CC=C12)C1=NN(C(=C1)C(NC(C)CCC1=CC=CC=C1)=O)C